ClC1=NC=CC(=C1)C=1C=CC(=C(C1)S(=O)(=O)N1CCOCC1)C 4-((5-(2-chloropyridin-4-yl)-2-methylphenyl)sulfonyl)morpholine